4-fluoro-2,5-dimethylbenzene FC1=CC(=CC=C1C)C